[N+](=O)([O-])C1=CC=C(C=2C(C3=CC=CC=C3C(C12)=O)=O)[N+](=O)[O-] 1,4-dinitroanthraquinone